4-(3-chloro-2-methyl-7-(2-(1-methyl-1H-pyrazol-4-yl)tetrahydro-2H-pyran-4-yl)-4-oxo-4H-pyrazino[1,2-a]pyrimidin-9-yl)benzonitrile ClC1=C(N=C2N(C1=O)C=C(N=C2C2=CC=C(C#N)C=C2)C2CC(OCC2)C=2C=NN(C2)C)C